C(C)OC(=C)C=1C=CN=C2C=CC(=NC12)OC 8-(1-ethoxyethenyl)-2-methoxy-1,5-naphthyridine